FC1=C(C(=CC=C1)C)C1=CC(=C(C(=C1)C)F)[C@H](CC(=O)O)NC([C@H](CC(C)C)N1C(C(=NC(=C1)CCN1CC(C1)F)C)=O)=O (S)-3-(2',4-difluoro-5,6'-dimethyl-[1,1'-biphenyl]-3-yl)-3-((S)-2-(5-(2-(3-fluoroazetidin-1-yl)ethyl)-3-methyl-2-oxopyrazin-1(2H)-yl)-4-methylpentanamido)propanoic acid